BrC=1C=CC=2N(C3=CC=C(C=C3SC2C1)Br)CC(CCCC)CC 3,7-dibromo-10-(2-ethylhexyl)-10H-phenothiazine